2-amino-4-(1-piperidinyl)-6-(trifluoromethyl)pyrimidine NC1=NC(=CC(=N1)N1CCCCC1)C(F)(F)F